C(C)C=1C(=NC2=CC(=CC=C2C1)CO)OC (3-Ethyl-2-methoxyquinolin-7-yl)methanol